5-(tert-butyl)-N-(2-chloro-4-(6-morpholinopyrrolo[2,1-f][1,2,4]triazin-4-yl)benzyl)-1,2,4-oxadiazole-3-carboxamide C(C)(C)(C)C1=NC(=NO1)C(=O)NCC1=C(C=C(C=C1)C1=NC=NN2C1=CC(=C2)N2CCOCC2)Cl